sodium (trifluoromethyl) triflate O(S(=O)(=O)C(F)(F)F)C(F)(F)F.[Na]